N1=CC(=CC=C1)NC(=O)C=1C=NN2C1C=C(C=C2)C2=CNC=1N=C(N=CC12)NCC1(CC1)C(F)(F)F N-(pyridin-3-yl)-5-(2-(((1-(trifluoromethyl)cyclopropyl)methyl)amino)-7H-pyrrolo[2,3-d]pyrimidin-5-yl)pyrazolo[1,5-a]pyridine-3-carboxamide